(R)-6-(2-((1-(5-chloropyridin-2-yl)piperidin-4-yl)methoxy)pyrimidin-5-yl)-2H-benzo[d][1,3]oxathiole 3-oxide ClC=1C=CC(=NC1)N1CCC(CC1)COC1=NC=C(C=N1)C1=CC2=C([S@](CO2)=O)C=C1